6-fluoro-N-methyl-5-(4-((2-methyl-3-oxo-3,4-dihydroimidazo[1',2':1,6]pyrido[2,3-b]pyrazin-6-yl)methyl)piperazin-1-yl)pyridine FC1=C(C=CCN1C)N1CCN(CC1)CC1=CC2=C(N=C(C(N2)=O)C)N2C1=NC=C2